N-[(1S)-2-[[5-(5-ethyl-3-methyl-1H-pyrazol-4-yl)-6-fluoro-2-pyridyl]amino]-1-(4-methylcyclohexyl)-2-oxo-ethyl]-2-(2-methylsulfonylethyl)pyrazole-3-carboxamide C(C)C1=C(C(=NN1)C)C=1C=CC(=NC1F)NC([C@H](C1CCC(CC1)C)NC(=O)C=1N(N=CC1)CCS(=O)(=O)C)=O